o-Bromothiophenol BrC1=C(C=CC=C1)S